5-(aminomethyl)-2-methyl-N-(1-(2-(1-methyl-1H-pyrazol-4-yl)-6-(thiophen-2-yl)pyridin-4-yl)ethyl)benzamide NCC=1C=CC(=C(C(=O)NC(C)C2=CC(=NC(=C2)C=2SC=CC2)C=2C=NN(C2)C)C1)C